3-(2-methyl-5-furyl)propanal CC=1OC(=CC1)CCC=O